C1(CC1)C(C)OC1=C(C=C(C=C1)[N+](=O)[O-])F 1-(1-cyclopropylethoxy)-2-fluoro-4-nitrobenzene